C(C1=CC=CC=C1)N(CC1=CC=CC=C1)CC1CCC(CC1)CNC(OC(C)(C)C)=O tert-butyl {(1r,4r)-4-[(dibenzylamino)methyl]cyclohexyl}methylcarbamate